tert-butyl 6-((8-chloro-2-methyl-1-oxo-1,2-dihydrophthalazin-5-yl)(methyl)amino)-2-azaspiro[3.3]heptane-2-carboxylate ClC=1C=CC(=C2C=NN(C(C12)=O)C)N(C1CC2(CN(C2)C(=O)OC(C)(C)C)C1)C